N2-{4-[(3-fluorobenzyl)oxy]benzyl}-L-alaninamide FC=1C=C(COC2=CC=C(CN[C@@H](C)C(=O)N)C=C2)C=CC1